C(C)N1C[C@@H](CCC1)NC1=NN2C(N=C(C=C2)C2=C(C=C(C=C2C)C)O)=N1 (R)-2-(2-((1-ethylpiperidin-3-yl)amino)-[1,2,4]triazolo[1,5-a]pyrimidin-5-yl)-3,5-dimethylphenol